ClC=1C=C(C(=O)NCC(=O)N2CCC(CC2)C2=NC(=NO2)C2=CC(=C(C=C2)OC)OC)C=CC1 3-chloro-N-(2-(4-(3-(3,4-dimethoxyphenyl)-1,2,4-oxadiazol-5-yl)piperidin-1-yl)-2-oxoethyl)benzamide